ClC=1C=C(C=CC1Cl)C=1N(C(=C(C(C1C(=O)OCC)=O)I)C)CC ethyl 2-(3,4-dichlorophenyl)-1-ethyl-5-iodo-6-methyl-4-oxo-pyridine-3-carboxylate